(R)-11-cyclopropyl-3,3-dimethyl-8-oxo-12-(2-(3-oxo-[1,2,4]triazolo[4,3-a]pyridin-2(3H)-yl)ethoxy)-2,3,8,13b-tetrahydro-1H-pyrido[2,1-a]pyrrolo[1,2-c]phthalazine-7-carboxylic acid C1(CC1)C=1C(=CC=2[C@@H]3N(N4C(C2C1)=CC(C(=C4)C(=O)O)=O)C(CC3)(C)C)OCCN3N=C4N(C=CC=C4)C3=O